BrC1=CC=C2N=C(C=3N(C2=C1)N=NN3)Cl 8-bromo-4-chlorotetrazolo[1,5-a]quinoxaline